5-thiazolecarboxamide, monohydrate O.S1C=NC=C1C(=O)N